BrC=1C=NC(=NC1)C1(COCC1)C#N 3-(5-bromopyrimidin-2-yl)tetrahydrofuran-3-carbonitrile